N1=C(C=NC2=CC=CC=C12)B(O)O 2-QUINOXALINYLBORONIC ACID